OC1=C(C=CC=C1N)C1=NC2=C(N1)C1=CC=CC=C1C=1C=CC=CC12 2-(2-hydroxy-3-aminophenyl)-1H-phenanthro[9,10-d]imidazole